OC=1C=C(C2=C(OC(OC2=O)CC(C)=O)C1[C@@H]1C=C(CC[C@H]1C(=C)C)C)CCCCC 7-hydroxy-8-((1R,6R)-3-methyl-6-(prop-1-en-2-yl)cyclohex-2-en-1-yl)-2-(2-oxopropyl)-5-pentyl-4H-benzo[d][1,3]dioxin-4-one